Cl.ClC=1C=C(C(=C(C1)C1=NC=NN2C1=CC(=C2)CN2C(C1C(C1C2=O)(C)C)=O)OC[C@H]2CNCCO2)C 3-((4-(5-chloro-3-methyl-2-(((R)-morpholin-2-yl)methoxy)phenyl)pyrrolo[2,1-f][1,2,4]triazin-6-yl)methyl)-6,6-dimethyl-3-azabicyclo[3.1.0]hexane-2,4-dione hydrochloride